C(C=C)(=O)NC=1C=C(C(=O)NC2=CC=C(C=C2)NC=2C3=C(NN2)C(N(C3)C(=O)N[C@H](CN(C)C)C3=CC=CC=C3)(C)C)C=CC1 (S)-3-((4-(3-acrylamidobenzamido)phenyl)amino)-N-(2-(dimethylamino)-1-phenylethyl)-6,6-dimethyl-4,6-dihydropyrrolo[3,4-c]pyrazole-5(1H)-carboxamide